dipropyl peroxy dicarbonate C(OCCC)(OOOOC(OCCC)=O)=O